O(P([O-])(=O)OP(=O)([O-])[O-])CC=CC crotyl diphosphate